BrC=1C=CC=2N(C1)N=CC2C2CC21N(CCC(C1)C(=O)N)C(=O)C1=NNC(=C1)C1=CC(=NC=C1F)OC {6-bromopyrazolo[1,5-a]pyridin-3-yl}-4-[5-(5-fluoro-2-methoxypyridin-4-yl)-1H-pyrazole-3-carbonyl]-4-azaspiro[2.5]octane-7-carboxamide